Ethyl-2-chloro-4-((4-nitrophenethyl)amino)chinolin-6-carboxylat C(C)OC(=O)C=1C=C2C(=CC(=NC2=CC1)Cl)NCCC1=CC=C(C=C1)[N+](=O)[O-]